3-(4-(3,4-dichlorophenyl)-5-isobutylthiazol-2-ylamino)-2-(dimethylamino)propanoic acid ClC=1C=C(C=CC1Cl)C=1N=C(SC1CC(C)C)NCC(C(=O)O)N(C)C